ClC=1C=C(C=CC1OC(F)(F)F)O 3-chloro-4-(trifluoromethoxy)phenol